CC1(C2C3C4C=CC(C3C(C1)C2)C4)C(=O)OC 8-methyl-8-methoxycarbonyltetracyclo[4.4.0.12,5.17,10]-dodec-3-ene